C1(CCCCC1)CC[C@@]1(NC[C@@H]([C@H]([C@@H]1O)O)O)CO (2R,3R,4R,5S)-2-(2-cyclohexylethyl)-2-(hydroxymethyl)piperidine-3,4,5-triol